N-isopropyl-8-methoxy-1,1-dimethyl-7-(3-(pyrrolidin-1-yl)propoxy)-1,3-dihydrofuro[3,4-c]quinolin-4-amine C(C)(C)NC1=NC=2C=C(C(=CC2C2=C1COC2(C)C)OC)OCCCN2CCCC2